[C@H]12[C@H](C[C@H]([C@H](C1)N)C2)N |r| rac-(1R,2S,4R,5S)-bicyclo[2.2.1]heptane-2,5-diamine